NC=1C(=C2C(N(C=NC2=CC1)CCOC)=O)C1=NC=CC=C1 6-amino-3-(2-methoxyethyl)-5-(pyridin-2-yl)quinazolin-4(3H)-one